CC1=C2C=C(N(C2=CC=C1CN1CCC2(CN(C2)C2=NC=NC3=CC=C(C=C23)CC(F)(F)F)CC1)C(CCN1CCN(CC1)S(=O)(=O)C)C)C#N 4-methyl-1-[1-methyl-3-(4-methylsulfonyl-piperazin-1-yl)propyl]-5-[[2-[6-(2,2,2-trifluoroethyl)quinazolin-4-yl]-2,7-diazaspiro[3.5]nonan-7-yl]methyl]indole-2-carbonitrile